ClC=1N=C(C2=C(N1)C=CN2C)NC2=CC=CC=C2 2-chloro-5-methyl-N-phenyl-5H-pyrrolo[3,2-d]pyrimidin-4-amine